tert-butyl (R)-(1-cyclopropylethyl)carbamate C1(CC1)[C@@H](C)NC(OC(C)(C)C)=O